C1C(CC12CCC2)C(=O)[O-] spiro[3.3]heptan-2-ylcarboxylate